(S)-tetrahydrofurane-2-formamide O1[C@@H](CCC1)C(=O)N